C1(CC1)C1=CC(=NC=2N1N=CC2)C=2C(=NC(=NC2)OC)OC 7-cyclopropyl-5-(2,4-dimethoxypyrimidin-5-yl)pyrazolo[1,5-a]pyrimidine